C(CC(C)CCC=C(C)C)(=O)OCC(CO)(CO)CO pentaerythritol citronellate